Cl.N1C[C@H](OCC1)C(=O)O (2S)-morpholine-2-carboxylic acid hydrochloride